N-(4-fluorophenyl)-5-hydroxy-3-oxo-2-(prop-2-yn-1-yl)-4'-(trifluoromethyl)-1,2,3,6-tetrahydro-[1,1'-biphenyl]-4-carboxamide FC1=CC=C(C=C1)NC(=O)C=1C(C(C(CC1O)C1=CC=C(C=C1)C(F)(F)F)CC#C)=O